C(C)(C)(C)OC(NCCCNC(=O)OC(C)(C)C)=O (3-((t-butoxycarbonyl)amino)propyl)carbamic acid tert-butyl ester